C(C)(C)(C)OC(/C(=C/C=1OC=CC1)/NC1=NC=C(N=C1CC1=CC=CC=C1)C1=C(C(=CC=C1)[N+](=O)[O-])C)=O (Z)-2-((3-benzyl-5-(2-methyl-3-nitrophenyl)pyrazin-2-yl)amino)-3-(furan-2-yl)acrylic acid tert-butyl ester